N-(tert-butyl)-8-((1SR,2SR)-2-carbamoylcyclopropyl)-1-(3,5-difluorophenyl)-7-methoxy-N-methyl-1,4-dihydrochromeno[4,3-c]pyrazole-3-carboxamide C(C)(C)(C)N(C(=O)C=1C2=C(N(N1)C1=CC(=CC(=C1)F)F)C=1C=C(C(=CC1OC2)OC)[C@@H]2[C@H](C2)C(N)=O)C |r|